dimethyl-(1,3-dimethyl-cyclopentadienyl)(n-butyl-cyclopentadienyl)(2-methyl-cyclopentadienyl)zirconium C[Zr](C1C(=CC=C1)C)(C1(C=CC=C1)CCCC)(C1(C=C(C=C1)C)C)C